C1(CC1)COC1=C(C=CC(=N1)C(=O)NC(CC)(CC)COCF)N1CCCC1 6-(cyclopropylmethoxy)-N-{3-[(fluoromethoxy)methyl]pentan-3-yl}-5-(pyrrolidin-1-yl)pyridine-2-carboxamide